(1S,2R)-2-((S)-5-Chloro-8-((4-methylisoxazol-3-yl)methoxy)-1-((2-oxopyrrolidin-1-yl)methyl)-1,2,3,4-tetrahydroisochinolin-2-carbonyl)-1-methylcyclohexan ClC1=C2CCN([C@@H](C2=C(C=C1)OCC1=NOC=C1C)CN1C(CCC1)=O)C(=O)[C@H]1[C@H](CCCC1)C